COC(C1=C(C=C(C=C1\C=C\C1=CC=C(C=C1)O[Si](C)(C)C(C)(C)C)OC)OC)=O (E)-2,4-dimethoxy-6-[4-(tert-butyldimethylsilyloxy)styryl]benzoic acid methyl ester